5-hydroxy-4,6-dimethyl-3-oxo-heptanoate OC(C(C(CC(=O)[O-])=O)C)C(C)C